N-((S)-4-((1R,2S)-2-(4-methoxyphenyl)cyclopropylamino)-1-(4-(methylsulfonyl)piperazin-1-yl)-1-oxobutan-2-yl)biphenyl-4-carboxamide COC1=CC=C(C=C1)[C@H]1[C@@H](C1)NCC[C@@H](C(=O)N1CCN(CC1)S(=O)(=O)C)NC(=O)C1=CC=C(C=C1)C1=CC=CC=C1